C(N)(=O)C1=CC(=C(NC1=O)C(F)(F)F)C1=CC=C(OCC2C3CN(CC23)C(=O)OC(C)(C)C)C=C1 Tert-butyl 6-((4-(5-carbamoyl-6-oxo-2-(trifluoromethyl)-1,6-dihydropyridin-3-yl) phenoxy) methyl)-3-azabicyclo[3.1.0]hexane-3-carboxylate